CC(CC[C@@H](C(=O)OC)NC(COC1=CC(=CC=C1)OC1=NC=C(C=C1)OC1CCN(CC1)C(COCCOCCOCC#C)=O)=O)(C)C methyl (2S)-5,5-dimethyl-2-[[2-[3-[[5-[[1-[2-[2-(2-prop-2-ynoxyethoxy)ethoxy]acetyl]-4-piperidyl]oxy]-2-pyridyl]oxy] phenoxy]acetyl]amino]hexanoate